O=C1NC(CCC1N1C(C2=CC=CC(=C2C1)SCCCCCCCC(=O)N(C(C)C)C(C)C)=O)=O 8-((2-(2,6-dioxopiperidin-3-yl)-1-oxoisoindolin-4-yl)thio)-N,N-diisopropyloctanoamide